hexanen CCCCCC